P(OCCCCCCCC(C)C)(OCCCCCCCC(C)C)=O isodecyl (isodecyl) phosphonate